5-[3-(1,3-dioxolan-2-yl)-4-[(4-methoxyphenyl)methoxy]phenyl]-N-{2-methoxy-4-[4-(4-methylpiperazin-1-yl)piperidin-1-yl]phenyl}pyrimidin-2-amine O1C(OCC1)C=1C=C(C=CC1OCC1=CC=C(C=C1)OC)C=1C=NC(=NC1)NC1=C(C=C(C=C1)N1CCC(CC1)N1CCN(CC1)C)OC